C1N(CCC2CCCCC12)C(CC1CCC(N1CC1=CC=C(C=C1)C)=O)=O 5-[2-(1,2,3,4,4a,5,6,7,8,8a-decahydroisochinolin-2-yl)-2-oxoethyl]-1-[(4-methylphenyl)methyl]pyrrolidin-2-on